1,2-Disilapropane [SiH3][SiH2]C